N-isopropyl-2-((2-((4-(((3-(piperidin-3-yl)phenyl)amino)methyl)phenyl)amino)-5-(trifluoromethyl)pyrimidin-4-yl)amino)benzamide C(C)(C)NC(C1=C(C=CC=C1)NC1=NC(=NC=C1C(F)(F)F)NC1=CC=C(C=C1)CNC1=CC(=CC=C1)C1CNCCC1)=O